iminodi(propylamine) N(NCCC)NCCC